CN(CCOC1=CC=C(C=C1)\C(=C(\CC)/C1=CC=C(C=C1)C(C)C)\C1=CC=C(C=C1)O)C 4-[(Z)-1-[4-(2-dimethylaminoethoxy)phenyl]-2-(4-propan-2-ylphenyl)but-1-enyl]phenol